5-benzyl 2-(tert-butyl) 7-methyl 8-oxo-2,5-diazaspiro[3.4]octane-2,5,7-tricarboxylate O=C1C(CN(C12CN(C2)C(=O)OC(C)(C)C)C(=O)OCC2=CC=CC=C2)C(=O)OC